tert-Butyl (2R,4R)-4-[2-[(4S)-4-benzyl-2-oxo-oxazolidin-3-yl]-2-oxo-ethyl]-2-methyl-pyrrolidine-1-carboxylate C(C1=CC=CC=C1)[C@@H]1N(C(OC1)=O)C(C[C@H]1C[C@H](N(C1)C(=O)OC(C)(C)C)C)=O